1-Aza-3,7-dioxa-2,8-diheptyl-5-ethyl-bicyclo[3.3.0]octan C(CCCCCC)C1N2C(OCC2(CO1)CC)CCCCCCC